2-methyl-4-(tetramethyl-1,3,2-dioxaborolan-2-yl)benzamide CC1=C(C(=O)N)C=CC(=C1)B1OC(C(O1)(C)C)(C)C